3,3-dimethyl-5-(methylthio)-3,4-dihydro-2H-pyrrole CC1(CN=C(C1)SC)C